ClC1=C(C=C2C=C(N=CC2=C1)NC(=O)[C@@H]1[C@H](C1)C=1C=NC=NC1)N1CCC(CC1)C#N (1S,2S)-N-[7-chloro-6-(4-cyano-1-piperidinyl)-3-isoquinolinyl]-2-pyrimidin-5-yl-cyclopropanecarboxamide